FC1=CC=C(C=C1)C1=CC(=C(C=N1)CNC(OC(C)(C)C)=O)C1=NN(C=C1)C tert-butyl ((6-(4-fluorophenyl)-4-(1-methyl-1H-pyrazol-3-yl)pyridin-3-yl)methyl)carbamate